O=C1C(C(C2=CC=CC=C12)=O)C#N 1,3-dioxo-2,3-dihydro-1H-indene-2-carbonitrile